N1CC(C1)OC=1C=C2C(N(C(C2=CC1)=O)C1C(NC(CC1)=O)=O)=O 5-(azetidin-3-yloxy)-2-(2,6-dioxopiperidin-3-yl)isoindole-1,3-dione